4-((4,4-difluoropiperidin-1-yl)methyl)-N-(3-(2,6-dioxopiperidin-3-yl)phenyl)-3-fluorobenzamide FC1(CCN(CC1)CC1=C(C=C(C(=O)NC2=CC(=CC=C2)C2C(NC(CC2)=O)=O)C=C1)F)F